(methylamino)-4-oxo-1,8-naphthyridine-3-carboxylic acid CNC1=NC2=NC=CC=C2C(C1C(=O)O)=O